FC1=C2C(=CC3=C1NC(=N3)CNC(OC(C)(C)C)=O)CC(C2)C=O tert-butyl N-[(8-fluoro-6-formyl-1,5,6,7-tetrahydrocyclopenta[f]benzimidazol-2-yl)methyl]carbamate